C12(CC3CC(CC(C1)C3)C2)C(C)(C)OC(=O)CCCOC(=O)C2C3C1C4C=CC(C1C(C2)C3)C4 8-(3-(2-(1-adamantyl)-2-propoxycarbonyl)-propoxycarbonyl)-tetracyclo[4.4.0.12,5.17,10]-3-dodecene